tert-butyl(3-(4-methyl-3-((1-(naphthalen-1-yl)cyclopropyl)carbamoyl) phenoxy) propyl)carbamate C(C)(C)(C)OC(NCCCOC1=CC(=C(C=C1)C)C(NC1(CC1)C1=CC=CC2=CC=CC=C12)=O)=O